5-((((1S,3S,4S)-4-(((3a,7a-Dihydrobenzo[d]oxazol-4-yl)methyl)amino)-3-fluorocyclohexyl)amino)methyl)-1,3-dimethyl-1,3-dihydro-2H-benzo[d]imidazol-2-one O1C=NC2C1C=CC=C2CN[C@@H]2[C@H](C[C@H](CC2)NCC2=CC1=C(N(C(N1C)=O)C)C=C2)F